N(N)C1=NC(=CC(=N1)C#N)N1CCCCC1 2-hydrazino-6-(piperidin-1-yl)pyrimidine-4-carbonitrile